3-{[(2S)-4-methylmorpholin-2-yl]methoxy}-5-(5-methyl-1,3-thiazol-2-yl)-N-{(1S)-1-[2-(trifluoromethyl)pyrimidin-5-yl]ethyl}benzamide CN1C[C@H](OCC1)COC=1C=C(C(=O)N[C@@H](C)C=2C=NC(=NC2)C(F)(F)F)C=C(C1)C=1SC(=CN1)C